2-acetoxyacetic acid C(C)(=O)OCC(=O)O